2-[6-(2-hydroxypropan-2-yl)pyridin-3-yl]-4-[2-(2,2,2-trifluoroethoxy)phenyl]-2,3-dihydro-1H-pyrrolo[3,4-c]pyridin-1-one OC(C)(C)C1=CC=C(C=N1)N1CC=2C(=NC=CC2C1=O)C1=C(C=CC=C1)OCC(F)(F)F